(Z)-3-bromo-1-fluoropropene BrC\C=C/F